C(=O)(O)CN1C(=NCC1)CCCCCCCCCCCC 1-(carboxymethyl)-2-lauryl-imidazoline